(2S,6R)-2-(1-cyclopropylpyrazol-4-yl)-4-[6,7-dimethyl-4-(1,1,4-trifluoroindan-5-yl)pteridin-2-yl]-6-methyl-morpholine C1(CC1)N1N=CC(=C1)[C@H]1CN(C[C@H](O1)C)C1=NC2=NC(=C(N=C2C(=N1)C=1C(=C2CCC(C2=CC1)(F)F)F)C)C